butyl 3-(3,3-dimethyloxetan-2-yl)-3-phenethylpyrrolidine-1-carboxylate CC1(C(OC1)C1(CN(CC1)C(=O)OCCCC)CCC1=CC=CC=C1)C